ClC1=CC=C2C(=NC=3N(C2=C1)C=NN3)N(C=3C=C(C=CC3)C#CC(O)(C3CCCCC3)C3CCCCC3)C [3-[(8-chloro-[1,2,4]triazolo[4,3-a]quinazolin-5-yl)-methyl-amino]phenyl]-1,1-dicyclohexyl-prop-2-yn-1-ol